(R)-3-(3-((R)-1-(2-(tert-butoxycarbonyl)-2-methylhydrazineyl)-7-((2-((tert-butyldimethylsilyl)oxy) ethyl)sulfonyl)-2,6,6-trimethyl-1-oxoheptan-2-yl)phenyl)propane-1,2-diyl diacetate C(C)(=O)OC[C@@H](CC1=CC(=CC=C1)[C@](C(=O)NN(C)C(=O)OC(C)(C)C)(CCCC(CS(=O)(=O)CCO[Si](C)(C)C(C)(C)C)(C)C)C)OC(C)=O